diphenylmethan-imine C1(=CC=CC=C1)C(=N)C1=CC=CC=C1